ethylene tetrafluoride [F-].[F-].[F-].[F-].C=C